NC1=NC=CC(=C1F)SC1=CN=C(C(N1)=O)N1CCC2([C@@H]([C@@H](OC2)C)N)CC1 6-((2-amino-3-fluoropyridin-4-yl)thio)-3-((3S,4S)-4-amino-3-methyl-2-oxa-8-azaspiro[4.5]decan-8-yl)pyrazin-2(1H)-one